C(#N)C1(CCN(CC1)C(=O)OC(C)(C)C)CC1=C(C=C(C=C1)F)C1CC1 tert-butyl 4-cyano-4-(2-cyclopropyl-4-fluorobenzyl)piperidine-1-carboxylate